methyl {3-[4-methoxycarbonyl-4-(N-phenylpropanamido)piperidino]-propanoate} COC(=O)C1(CCN(CC1)CCC(=O)OC)N(C(CC)=O)C1=CC=CC=C1